2-(2-(4-((3-(2,6-dioxopiperidin-3-yl)-1-methyl-1H-indazol-7-yl)oxy)piperidin-1-yl)-2-oxoethoxy)benzonitrile O=C1NC(CCC1C1=NN(C2=C(C=CC=C12)OC1CCN(CC1)C(COC1=C(C#N)C=CC=C1)=O)C)=O